5-{[(4-fluorophenyl)methyl]sulfanyl}-1-(furan-3-carbonyl)-3-(1-methanesulfonyl-2-methylazetidin-3-yl)-1H-pyrazole FC1=CC=C(C=C1)CSC1=CC(=NN1C(=O)C1=COC=C1)C1C(N(C1)S(=O)(=O)C)C